FC1(C(C12CCN(CC2)C(=O)OC(C)(C)C)C2=NSC(=N2)C2=C(C=C(C=C2)F)C(F)(F)F)F tert-butyl 1,1-difluoro-2-{5-[4-fluoro-2-(trifluoromethyl) phenyl]-1,2,4-thiadiazol-3-yl}-6-azaspiro[2.5]octane-6-carboxylate